O1C(CCCC1)ONC(=O)CCCCCCC(=O)N1CCN(CC1)C1=CC=C(C=C1)C#CC=1C=CC(=NC1)/C=C/C(=O)OCC(C)C 2-methylpropyl (2E)-3-(5-{2-[4-(4-{7-[(oxan-2-yloxy)carbamoyl] heptanoyl}piperazin-1-yl)phenyl]ethynyl}pyridin-2-yl)prop-2-enoate